N-acetyl-muramic acid C(C)(=O)N[C@H]1C(O)O[C@@H]([C@H]([C@@H]1O[C@@H](C(=O)O)C)O)CO